NC1=NC=CC=C1C1=NC=2C(=NC(=CC2)N2N=CC=C2)N1C=1C=C2CC[C@@H](C2=CC1)NC(C1=CC(=C(C=C1)NC(C)=O)C=O)=O N-[(1S)-5-[2-(2-aminopyridin-3-yl)-5-(pyrazol-1-yl)imidazo[4,5-b]pyridin-3-yl]-2,3-dihydro-1H-inden-1-yl]-4-acetamido-3-formylbenzamide